4-BUTYRAMIDO-N-(3-(PYRIDIN-2-YLETHYNYL)PHENYL)BENZAMIDE C(CCC)(=O)NC1=CC=C(C(=O)NC2=CC(=CC=C2)C#CC2=NC=CC=C2)C=C1